O1CCC(CC1)CNC(=O)N1C=CC2=C1N=CN=C2OC2=CC=C(C=C2)NC(CC2=CC=C(C=C2)C(F)(F)F)=O N-((tetrahydro-2H-pyran-4-yl)methyl)-4-(4-(2-(4-(Trifluoromethyl)phenyl)acetamido)phenoxy)-7H-pyrrolo[2,3-D]pyrimidine-7-carboxamide